2-(morpholin-4-yl)-4-(propan-2-yloxy)-8-(1H-pyrrol-3-yl)-1,7-naphthyridine N1(CCOCC1)C1=NC2=C(N=CC=C2C(=C1)OC(C)C)C1=CNC=C1